O1CCN(CC1)NC(COC1=CC=C2C=CC(=CC2=C1)/C=C/C(=O)OC)=O Methyl (E)-3-(7-(2-(morpholinoamino)-2-oxoethoxy)naphthalen-2-yl)acrylate